((1R,5S,6s)-6-((4-(2-aminopropan-2-yl)-6-(3-chloro-4-fluorophenyl)pyridin-2-yl)oxy)-3-azabicyclo[3.1.0]hexan-3-yl)(1-methyl-3-(pyrimidin-2-yl)-1H-pyrazol-5-yl)methanone NC(C)(C)C1=CC(=NC(=C1)C1=CC(=C(C=C1)F)Cl)OC1[C@@H]2CN(C[C@H]12)C(=O)C1=CC(=NN1C)C1=NC=CC=N1